CN1N=CC(=C1)C1CCC=2N(C1)C=C(N2)C(=O)OCC ethyl 6-(1-methyl-1H-pyrazol-4-yl)-5,6,7,8-tetrahydroimidazo[1,2-a]pyridine-2-carboxylat